C(#C)C1=C2C(=CC(=CC2=CC=C1F)O)C1=C(C=2N=C(N=C(C2C=N1)N1CCOC[C@@H](C1)OC)OC[C@]12CCCN2C[C@@H](C1)F)F 5-ethynyl-6-fluoro-4-(8-fluoro-2-(((2R,7aS)-2-fluorotetrahydro-1H-pyrrolizin-7a(5H)-yl)methoxy)-4-((R)-6-methoxy-1,4-oxazepan-4-yl)pyrido[4,3-d]pyrimidin-7-yl)naphthalen-2-ol